F[C@H]1C2=C([C@H](N3C(CCCC13)=O)C)NC1=CC=CC=C12 (6R,12S)-12-Fluoro-6-methyl-6,9,10,11,11a,12-hexahydroindolo[3,2-b]quinolizin-8(5H)-one